O=C1NC(C(N1)(C=1C=NC=CC1)CCC(=O)OC(C)(C)C)=O Tert-butyl 3-(2,5-dioxo-4-(pyridin-3-yl)imidazolidin-4-yl)propanoate